CC=1N(C(=C(N1)C)C#N)C=1C=NC(=CC1)N[C@@H]1C[C@H](CC1)NC=1N=NC(=CN1)C 2,4-Dimethyl-1-(6-(((1S,3S)-3-((6-methyl-1,2,4-triazin-3-yl)amino)cyclopentyl)amino)pyridin-3-yl)-1H-imidazole-5-carbonitrile